[P].[Al].[Fe] iron-aluminum phosphorus